6-(2,3-dimethoxybenzylamino)-9-β-D-arabinofuranosylpurine COC1=C(CNC2=C3N=CN(C3=NC=N2)[C@H]2[C@@H](O)[C@H](O)[C@H](O2)CO)C=CC=C1OC